((S)-1-cycloheptyl-2-((4-((R)-3-(4-methylpiperazin-1-yl)-3-oxo-2-propionamidopropyl)phenyl)amino)-2-oxoethyl)carbamic acid tert-butyl ester C(C)(C)(C)OC(N[C@H](C(=O)NC1=CC=C(C=C1)C[C@H](C(=O)N1CCN(CC1)C)NC(CC)=O)C1CCCCCC1)=O